IC1(C(=CC=CC1)C1=CC=CC=C1)I 2,2-diiodobiphenyl